CC(C)(OC(NCCCC[C@H](NC([C@@H](NC([C@@H](NC([C@H](CCCCNC(OC(C)(C)C)=O)NC(CCCCCCCCCCCCCCC)=O)=O)C)=O)C)=O)C=1OC(=NN1)C)=O)C Tert-butyl ((10S,13S,16S,19S)-2,2,13,16-tetramethyl-10-(5-methyl-1,3,4-oxadiazol-2-yl)-4,12,15,18-tetraoxo-19-palmitamido-3-oxa-5,11,14,17-tetraazatricosan-23-yl)carbamate